O1C(CCCC1)N1N=CC2=C1N=CC=C2N 1-(oxan-2-yl)pyrazolo[3,4-b]pyridin-4-amine